2-(2-fluoro-4-iodoanilino)-5-[[3-fluoro-2-(methylsulfamoylamino)pyridin-4-yl]methyl]-N-methoxy-1-methyl-6-oxopyridine-3-carboxamide FC1=C(NC=2N(C(C(=CC2C(=O)NOC)CC2=C(C(=NC=C2)NS(NC)(=O)=O)F)=O)C)C=CC(=C1)I